CC(C)OC(=O)N(C=O)OC(C)/C=N/[H] (e)-N-[(propan-2-yloxy)carbonyl]imino(propan-2-yloxy)formamide